N-{(2S,3R,4S)-2-[(2,3-difluoro[1,1'-biphenyl]-3-yl)methyl]-4-fluoro-1-[(2S)-oxolane-2-carbonyl]pyrrolidin-3-yl}ethanesulfonamide FC1C(=CC=CC1(F)C[C@@H]1N(C[C@@H]([C@@H]1NS(=O)(=O)CC)F)C(=O)[C@H]1OCCC1)C1=CC=CC=C1